tert-butyl 3-(3-(N-(4-methoxybenzyl)sulfamoyl)propyl)azetidine-1-carboxylate COC1=CC=C(CNS(=O)(=O)CCCC2CN(C2)C(=O)OC(C)(C)C)C=C1